1-(3-nitrothiophen-2-yl)-1H-1,2,3-triazole [N+](=O)([O-])C1=C(SC=C1)N1N=NC=C1